O1C(CCCC1)OCCOCCN1C(C2=CC=CC=C2C1=O)=O 2-(2-(2-((tetrahydro-2H-pyran-2-yl)oxy)ethoxy)ethyl)isoindoline-1,3-dione